5-bromobenzo[b]naphtho[2,1-d]furan BrC1=CC=2C3=C(OC2C=2C=CC=CC12)C=CC=C3